P(=O)([O-])([O-])[O-].[Mg+2].P(=O)([O-])([O-])[O-].[Mg+2].[Mg+2] magnesium(II) phosphate